BrC=1C=C(C=CC1)N1C(=NC2=C1C=CC=C2)C=2SC=CC2 (3-bromophenyl)-2-(2-thienyl)-1H-benzimidazole